Cl.NC1=NC=CC(=C1)CN1CCN(CC1)C=1C=CC(=NC1F)C(=O)NC 5-(4-((2-aminopyridin-4-yl)methyl)piperazin-1-yl)-6-fluoro-N-methyl-picolinamide HCl